C(CCC)N=CC=1OC=CC1 2-butyliminomethyl-furan